2,2,2-trichloro-1-(4-chloro-1H-pyrrol-2-yl)ethanone ClC(C(=O)C=1NC=C(C1)Cl)(Cl)Cl